beta-L-tagatose OC[C@@]1(O)[C@H](O)[C@H](O)[C@@H](O)CO1